ClC1=C(C=C(C=C1)C#N)C=1NC2=CC(=C(C(=C2C(C1)=O)F)N1CCN(CC1)C(=O)N(C)C)F 4-(2-(2-chloro-5-cyanophenyl)-5,7-difluoro-4-oxo-1,4-dihydroquinolin-6-yl)-N,N-dimethylpiperazine-1-carboxamide